C(CCCCCCCC)OC1=CC=C(N)C=C1 4-(nonyloxy)aniline